FC1=NC=CC(=C1C)C1CCC(CC1)C(CC)NC=1OC(=NN1)C1=CC=C(C=C1)OC N-(1-((1s,4s)-4-(2-Fluoro-3-methylpyridin-4-yl)cyclohexyl)propyl)-5-(4-methoxyphenyl)-1,3,4-oxadiazol-2-amine